N-[(5-Chlorothiophen-2-yl)methyl]-3-[1-(pyridin-3-ylmethyl)piperidin-4-yl]-1H-pyrazol-5-amin ClC1=CC=C(S1)CNC1=CC(=NN1)C1CCN(CC1)CC=1C=NC=CC1